methyl 4-{[3-(3-cyclohexylpropoxy)phenyl]amino}-3-cyclopropylbenzoate C1(CCCCC1)CCCOC=1C=C(C=CC1)NC1=C(C=C(C(=O)OC)C=C1)C1CC1